(2S,4S)-N-((4-carbamimidoylthiophen-2-yl)methyl)-4-(difluoromethyl)-1-((4-phenoxy-benzoyl)glycyl)pyrrolidine-2-carboxamide C(N)(=N)C=1C=C(SC1)CNC(=O)[C@H]1N(C[C@H](C1)C(F)F)C(CNC(C1=CC=C(C=C1)OC1=CC=CC=C1)=O)=O